FC1=CC=C(C=C1)C(N1C[C@@H](N(C[C@H]1C)C1=CC(N(C2=CC=C(N=C12)OC)C)=O)C)C1=CC=CC=C1 4-[(2S,5r)-4-[(4-fluorophenyl)(phenyl)methyl]-2,5-dimethylpiperazin-1-yl]-6-methoxy-1-methyl-1,2-dihydro-1,5-naphthyridin-2-one